1-((1-acryloyl-3-fluoroazetidin-3-yl)methyl)-7-chloro-4-(2-isopropyl-4-methylpyridin-3-yl)-6-(2-(trifluoromethyl)phenyl)-1,4-dihydropyrido[2,3-b]pyrazine-2,3-dione C(C=C)(=O)N1CC(C1)(F)CN1C2=C(N(C(C1=O)=O)C=1C(=NC=CC1C)C(C)C)N=C(C(=C2)Cl)C2=C(C=CC=C2)C(F)(F)F